5-(4λ3-butyl)-11λ3-undecane C(CC[CH2])C(CCCC)CCCCC[CH2]